3-(6-(4-Aminobut-1-yn-1-yl)-5-chloro-1-oxoisoindolin-2-yl)piperidine-2,6-dione NCCC#CC1=C(C=C2CN(C(C2=C1)=O)C1C(NC(CC1)=O)=O)Cl